C(#N)C1=CC=CC=2N(C=NC21)C(=O)NCCOC2=CC=CC=C2 4-Cyano-N-(2-phenoxyethyl)-1H-benzo[d]imidazole-1-carboxamide